4-bromo-3-(pyridin-2-ylmethoxy)thiophene-2-carboxylic acid BrC=1C(=C(SC1)C(=O)O)OCC1=NC=CC=C1